3-chloro-4-cyclopropyl-2-methoxypyridine ClC=1C(=NC=CC1C1CC1)OC